N-(cyclopropylmethyl)-7-methoxy-6-({2-[(pyrrolidin-1-yl)methyl]oxetan-2-yl}methoxy)-1H,2H,3H-cyclopenta[b]quinolin-9-amine C1(CC1)CNC1=C2C(=NC=3C=C(C(=CC13)OC)OCC1(OCC1)CN1CCCC1)CCC2